(5-chloro-2-(1H-tetrazol-1-yl)phenyl)methanamine ClC=1C=CC(=C(C1)CN)N1N=NN=C1